C(OC1=CC=C(C=C1)[N+](=O)[O-])([O-])=O p-nitrophenyl carbonate